CC1=CC=C(O1)C1=NC(=CC=2N1N=C(N2)C(F)(F)F)NC(C)=O N-[5-(5-methylfuran-2-yl)-2-(trifluoromethyl)-[1,2,4]triazolo[1,5-c]pyrimidin-7-yl]acetamide